4-((3,4-difluorobenzyl)oxy)-2-fluoro-1-nitrobenzene FC=1C=C(COC2=CC(=C(C=C2)[N+](=O)[O-])F)C=CC1F